[I-].C[N+](=C)C dimethyl-methyleneammonium iodide